FCF DIFLUORoMETHAN